COC(CC1(C(N(C2=CC=CC(=C12)C)C)=O)C)=O methyl-2-(1,3,4-trimethyl-2-oxoindolin-3-yl)acetate